Racemic-(4-amino-7-chloroimidazo[1,5-a]quinoxalin-8-yl)((4aS,9aR)-7-(trifluoromethyl)-2,3,9,9a-tetrahydroindeno[2,1-b][1,4]oxazin-4(4aH)-yl)methanone NC=1C=2N(C3=CC(=C(C=C3N1)Cl)C(=O)N1[C@@H]3[C@H](OCC1)CC=1C=C(C=CC13)C(F)(F)F)C=NC2 |r|